butyl N-(5-methyl-1,2-benzothiazol-4-yl)carbamate CC=1C=CC2=C(C=NS2)C1NC(OCCCC)=O